4-Hydroxy-2',4',6'-tribenzoyloxy-chalcone OC1=CC=C(C=C1)\C=C\C(=O)C1=C(C=C(C=C1OC(C1=CC=CC=C1)=O)OC(C1=CC=CC=C1)=O)OC(C1=CC=CC=C1)=O